zinc (2-ethyl caproate) C(C)C(C(=O)[O-])CCCC.[Zn+2].C(C)C(C(=O)[O-])CCCC